ClC1([C@H]([C@@H]1C1=CC(=C(C=C1)F)C(F)F)C(=O)O)Cl Trans-2,2-dichloro-3-(3-(difluoromethyl)-4-fluorophenyl)cyclopropane-1-carboxylic acid